5-(methylsulfonylmethyl)furan-2-carboxylic acid CS(=O)(=O)CC1=CC=C(O1)C(=O)O